[9H]indeno[2,1-c]phenanthrene C1=C2C=3C4=C(C=CC3C=CC2=CC=C1)CC1=CC=CC=C14